butane-1,2,4-tricarboxylic acid sodium [Na].C(C(CCC(=O)O)C(=O)O)C(=O)O